rac-(5s,7s)-(7-fluoro-5-phenyl-6,7-dihydro-5H-pyrrolo[1,2-b][1,2,4]triazol-2-yl)methanol F[C@H]1C[C@H](N2N=C(N=C21)CO)C2=CC=CC=C2 |r|